2,6-diaminohexanamide NC(C(=O)N)CCCCN